(((4-(trifluoromethyl)phenyl)ethynyl)thio)tetrahydro-2H-pyran-3,4,5-triacetic acid FC(C1=CC=C(C=C1)C#CSC1OCC(C(C1CC(=O)O)CC(=O)O)CC(=O)O)(F)F